2-(5-bromopyridin-3-yl)-N,N-dimethylethan-1-amine BrC=1C=C(C=NC1)CCN(C)C